CN1N=C(C(=C1)C=1C=C2C(=NC1)CNC2=O)C 3-(1,3-dimethyl-1H-pyrazol-4-yl)-6,7-dihydro-5H-pyrrolo[3,4-b]pyridin-5-one